3,4,5,6-tetrachloropyridine ClC=1C=NC(=C(C1Cl)Cl)Cl